N-(3-aminopropyl)-6-bromo-8-morpholinoimidazo[1,2-a]pyrazine-2-carboxamide NCCCNC(=O)C=1N=C2N(C=C(N=C2N2CCOCC2)Br)C1